OC1(CCN(CC1)C1=CC(=NC=C1)C(=O)NC=1C=CC=C2C=CC=NC12)C 4-(4-hydroxy-4-methylpiperidin-1-yl)-N-(quinolin-8-yl)picolinamide